C(C1=CC=CC=C1)C(C=O)CC(CCCCOCC1=CC=C(C=C1)Cl)=O 2-Benzyl-8-((4-chlorobenzyl)oxy)-4-oxooctanal